3-(4-pyrimidin-2-ylpyridazin-1-ium-1-yl)propanenitrile chloride salt [Cl-].N1=C(N=CC=C1)C1=CN=[N+](C=C1)CCC#N